C(C=C)NC(CNC(CN(C(=O)C1CCC1)C1CCN(CC1)[C@H](C)C1=CC=CC2=CC=CC=C12)=O)=O (R)-N-(2-((2-(allylamino)-2-oxoethyl)amino)-2-oxoethyl)-N-(1-(1-(naphthalen-1-yl)ethyl)piperidin-4-yl)cyclobutanecarboxamide